6-((3,4-dimethylbenzyl)amino)pyrimidine-4-carboxylic acid ethyl ester C(C)OC(=O)C1=NC=NC(=C1)NCC1=CC(=C(C=C1)C)C